4-oxo-3-(2-oxospiro[3.3]heptan-6-yl)quinazoline O=C1N(C=NC2=CC=CC=C12)C1CC2(CC(C2)=O)C1